3-(9-((4-(aminomethyl)phenyl)carbamoyl)-4,5-dihydrobenzo[b]thieno[2,3-d]oxepin-8-yl)-6-(bicyclo[1.1.1]pentan-1-ylcarbamoyl)picolinic acid NCC1=CC=C(C=C1)NC(=O)C1=CC2=C(OCCC3=C2SC=C3)C=C1C=1C(=NC(=CC1)C(NC13CC(C1)C3)=O)C(=O)O